FC1=C2C=C(NC2=CC(=C1)F)C(=O)N1C2CCC([C@H]1C(=O)N[C@H](C[C@@H]1C(NCC1)=O)C(CO)=O)CC2 (S)-2-(4,6-difluoro-1H-indole-2-carbonyl)-N-((R)-4-hydroxy-3-oxo-1-((R)-2-oxopyrrolidin-3-yl)butan-2-yl)-2-azabicyclo[2.2.2]octane-3-carboxamide